C(CCC#C)O 4-pentyne-1-ol